(2-(2H-1,2,3-triazol-2-yl)phenyl)((1S,4R,6R)-6-((5-fluoropyridin-2-yl)oxy)-2-azabicyclo[2.2.1]heptan-2-yl)methanone N=1N(N=CC1)C1=C(C=CC=C1)C(=O)N1[C@@H]2[C@@H](C[C@H](C1)C2)OC2=NC=C(C=C2)F